FCC(CF)S(=O)(=O)C 1,3-difluoro-2-methanesulfonylpropane